N[C@H]1C[C@@H](N(C1)C(=O)OC(C)(C)C)C(=O)OC 1-(tert-butyl) 2-methyl (2R,4S)-4-aminopyrrolidine-1,2-dicarboxylate